C(C)(=O)OC1C(C2(CC1OC(C)=O)C1CCC(C2)C1)=NOCC1=CC=CC=C1 ((benzyloxy)imino)spiro[bicyclo[2.2.1]heptane-2,1'-cyclopentane]-3',4'-diyl diacetate